1-difluoromethylpyrazol FC(N1N=CC=C1)F